N[C@H](C(=O)O)CCCCNC(=O)OOCC#C (2S)-2-amino-6-{[(prop-2-yn-1-yloxy)carboxy]amino}hexanoic acid